OC=1C=CC(=NC1)C(=O)N 5-hydroxypicolinamide